[O-2].[Hf+4].[O-2] HAFNIUM(IV)-OXID